C(C)(C)(C)OC(=O)N1C[C@@H]([C@@H](CC1)NC1=C2C=C(N(C2=CC=C1)CC(F)(F)F)C(=O)O)F |r| (+/-)-4-(((3S,4R)-1-(tert-butoxycarbonyl)-3-fluoropiperidin-4-yl)amino)-1-(2,2,2-trifluoroethyl)-1H-indole-2-carboxylic acid